p-isopropylstyrene C1CC(N(C1)CC2=CC=CC=C2)C3=CN=CC=C3